8-chloro-2-[(3R,5S)-3,5-dimethylmorpholin-4-yl]-4-isopropoxy-1,7-naphthyridine ClC=1N=CC=C2C(=CC(=NC12)N1[C@@H](COC[C@@H]1C)C)OC(C)C